C(C)(C)C12CC(C(CC1)(O2)C)S 4-Isopropyl-1-methyl-7-oxabicyclo[2.2.1]heptane-2-thiol